CN=C=NC N,N'-dimethylcarbodiimide